C(#N)C=CCCCP(CCCC)CCCC cyanomethylenetrin-butylphosphine